N-(1-cyclopropyl-6-fluoro-2-(4-fluorophenyl)-5-benzimidazolyl)-5-(3-trifluoromethyl-4-chlorophenyl)-1,3,4-thiadiazol-2-amine C1(CC1)N1C(=NC2=C1C=C(C(=C2)NC=2SC(=NN2)C2=CC(=C(C=C2)Cl)C(F)(F)F)F)C2=CC=C(C=C2)F